[Zn].[Cu].[Ni].NC1=CC2=C(N=C(O2)C2=CC=C(C=C2)N)C=C1 6-amino-2-(p-aminophenyl)benzoxazol nickel copper zinc